N\C(=C/C(=O)C1=CC=CC=C1)\C1=CC=C(C=C1)F (2Z)-3-amino-3-(4-fluorophenyl)-1-phenylpropan-2-en-1-one